S(=O)(=O)([O-])CCCC([SiH2]CCC[NH2+]CCOCCOCCC(=O)[O-])CCCS(=O)(=O)[O-] bis(3-sulfonatopropyl)-9,12-dioxa-6-aza-2-silapentadecan-6-ium-15-oate